2-chlorothiazole-4-carbaldehyde ClC=1SC=C(N1)C=O